C(CCCCCCCCCCCCCCCCCCCCC)OCCCCCCCCCCCCCCCCCCCCCC Behenyl Ether